rel-(S)-1-(5-(Isoxazol-3-yl)isochroman-1-yl)-N-methylmethanamine hydrochloride salt Cl.O1N=C(C=C1)C1=C2CCO[C@@H](C2=CC=C1)CNC |o1:11|